N2-(3,3-difluoropropyl)pyridine-2,5-diamine FC(CCNC1=NC=C(C=C1)N)F